N-(6-fluoro-1H-indol-3-yl)-3,4-dihydro-isoquinoline-2(1H)-carboxamide FC1=CC=C2C(=CNC2=C1)NC(=O)N1CC2=CC=CC=C2CC1